C(C1=CC=CC=C1)N(C(OC(C)(C)C)=O)C=1C=2N(C=C(N1)Br)C(=CN2)I tert-butyl benzyl(6-bromo-3-iodoimidazo[1,2-a]pyrazin-8-yl)carbamate